tin-copper sulfide [Cu]=S.[Sn]